(S)-(-)-alpha-terpineol CC1=CC[C@@H](CC1)C(C)(C)O